tetrahydroquinoline-6-carboxamide N1CCCC2=CC(=CC=C12)C(=O)N